6-[5-(3-aminopropyl)-2-oxo-1,3-oxazolidin-3-yl]-4H-pyrazino[2,3-b][1,4]oxazin-3-one NCCCC1CN(C(O1)=O)C1=NC2=C(OCC(N2)=O)N=C1